N1N=C(C=C1)C1=CC=CC=C1C#N 6-(1H-pyrazol-3-yl)benzonitrile